P(=O)(O)(O)OC[C@@H]1[C@H](C[C@@H](O1)N1C=NC=2C(=O)NC(N)=NC12)O deoxyguanosine monophosphate